N1(C=NC2=C1C=CC=C2)C2=CC=C(C=C2)[N+]2=CC=C(C=C2)C2=CC=[NH+]C=C2 1-(4-(N-benzimidazolyl)phenyl)-4,4'-bipyridinium